2,6-dichlorobenzyl isocyanate ClC1=C(CN=C=O)C(=CC=C1)Cl